N-(4-(2-(3-Chloro-4-cyanophenyl)propyl)-6-(((R)-1-hydroxy-4-methylpentan-2-yl)amino)-1,3,5-triazin-2-yl)methanesulfonamide ClC=1C=C(C=CC1C#N)C(CC1=NC(=NC(=N1)N[C@@H](CO)CC(C)C)NS(=O)(=O)C)C